n-docosyl pentanoate C(CCCC)(=O)OCCCCCCCCCCCCCCCCCCCCCC